4-hydroxy-benzophenone-d4 OC1=CC=C(C(=O)C2=C(C(=C(C(=C2)[2H])[2H])[2H])[2H])C=C1